[Fe].[Ag] Silver-iron